C(CCCCC(=O)OCC(CCCCC)CCC)(=O)OCC(CCCCC)CCC bis-(2-propylheptyl) adipate